(2S,11aR)-7-Fluoro-2-hydroxy-6-isopropyl-8-methyl-2,3,11,11a-tetrahydro-1H,5H-benzo[f]pyrrolo[2,1-c][1,4]oxazepin-5-one FC=1C(=CC2=C(C(N3[C@@H](CO2)C[C@@H](C3)O)=O)C1C(C)C)C